(3S)-3-[2,3-difluoro-5-(2,5,7-trimethyl-2H-indazol-4-yl)phenyl]-3-[(2S)-4-methyl-2-[(1-methyl-2-oxo-1,2-dihydropyridin-3-yl)formamido]pentanamido]propanoic acid FC1=C(C=C(C=C1F)C=1C2=CN(N=C2C(=CC1C)C)C)[C@H](CC(=O)O)NC([C@H](CC(C)C)NC(=O)C=1C(N(C=CC1)C)=O)=O